tert-butyl {4-[(3E)-3-ethylidene-4-(1H-indol-2-ylcarbonyl)piperidin-1-yl]butyl}carbamate C(/C)=C/1\CN(CCC1C(=O)C=1NC2=CC=CC=C2C1)CCCCNC(OC(C)(C)C)=O